N-(3-hydroxy-4-methoxybenzyl)aniline OC=1C=C(CNC2=CC=CC=C2)C=CC1OC